4-(2-oxooxazolidin-3-yl)benzaldehyde O=C1OCCN1C1=CC=C(C=O)C=C1